C(=O)C1=CC(=C(C=C1)OC(C(C)C)=O)OC.N[C@@H]1[C@@H](OCC12CCN(CC2)C=2N=CC(=NC2)SC=2C(=C(C=CC2)NS(=O)(=O)NC(=O)N2CCCC2)Cl)C N-(N-(3-((5-((3S,4S)-4-amino-3-methyl-2-oxa-8-azaspiro[4.5]decan-8-yl)pyrazin-2-yl)thio)-2-chlorophenyl)sulfamoyl)pyrrolidine-1-carboxamide 4-formyl-2-methoxyphenyl-2-methylpropanoate